4-((N-isopropyl-N-methylsulfamoyl)carbamoyl)-3-(pyrrolidin-1-yl)benzoic acid C(C)(C)N(S(=O)(=O)NC(=O)C1=C(C=C(C(=O)O)C=C1)N1CCCC1)C